C(C)NC=1C=C(C=C2C3=C(NC12)N=CC(=C3N3N=C(C=C3)C(F)(F)F)C=3C=C(C=NC3)C(=O)N)F 5-[8-(Ethylamino)-6-fluoro-4-[3-(trifluoromethyl)pyrazol-1-yl]-9H-pyrido[2,3-b]indol-3-yl]pyridine-3-carboxamide